O[C@@]1(CC[C@@H]2[C@H]3CC[C@]4(C(C3CCC2C1)[C@H]1[C@@H]([C@@H]4C(C)=O)CCC1)C)C 1-((2R,4aS,4bR,6aS,7S,7aS,8aR,8bR,8cR,10aR)-2-hydroxy-2,6a-dimethyloctadecahydrocyclopenta[4,5]cyclopenta[1,2-a]phenanthren-7-yl)ethan-1-one